1-[(3,5-difluorophenyl)methyl]-3-(5-isobutyl-3-{5-[(2-methyl-1H-imidazol-1-yl)methyl]-2-pyridinyl}-2-thienylsulfonyl)urea FC=1C=C(C=C(C1)F)CNC(=O)NS(=O)(=O)C=1SC(=CC1C1=NC=C(C=C1)CN1C(=NC=C1)C)CC(C)C